Tert-Butyl 4-Chloro-6-Cyano-2-Methylnicotinate ClC1=CC(=NC(=C1C(=O)OC(C)(C)C)C)C#N